Cl.NC1=NC(=C(C(=N1)O)N)O 2,5-diamino-4,6-dihydroxypyrimidine hydrochloride